S1CCCCCC1 Perhydrothiepin